methyl 7-bromo-5-fluoroquinazoline-1(2H)-carboxylate BrC1=CC(=C2C=NCN(C2=C1)C(=O)OC)F